ClC=1C=CC(=C(C1)C1=CC(=CN=N1)NC1=CC(=NC=C1)NC(CCN1C(CN(CC1)C)=O)=O)F N-(4-{[6-(5-Chloro-2-Fluorophenyl)Pyridazin-4-yl]Amino}Pyridin-2-yl)-3-(4-Methyl-2-Oxopiperazin-1-yl)Propanamid